BrC1(CC(=CC(=C1)O)F)C 1-bromo-3-fluoro-5-toluol